C(C)(C)(C)OC(=O)NCCCC(C)OC1=NC=CC(=C1)N(C(OC(C)(C)C)=O)C1=CC(=NN1C(C)(C)C)[C@@H]1C[C@@H](CC1)O tert-butyl (2-((5-((tert-butoxycarbonyl)amino)pentan-2-yl)oxy)pyridin-4-yl)(1-(tert-butyl)-3-((1S,3R)-3-hydroxycyclopentyl)-1H-pyrazol-5-yl)carbamate